methyl 5-(N-methoxy-C-methyl-carbonimidoyl)-4-oxo-1-[4-(trifluoromethoxy)phenyl]cinnoline-3-carboxylate CON=C(C)C1=C2C(C(=NN(C2=CC=C1)C1=CC=C(C=C1)OC(F)(F)F)C(=O)OC)=O